3-fluoro-5-formyl-4-hydroxybenzene-1-sulfonyl chloride FC=1C=C(C=C(C1O)C=O)S(=O)(=O)Cl